di-(tert-butyl salicylate) carbonate C(O)(O)=O.C(C)(C)(C)OC=1C(C(=O)O)=CC=CC1.C(C)(C)(C)OC=1C(C(=O)O)=CC=CC1